CN1CCC(CC1)(O)C1=CC=C(C=C1)NC=1N=CC=2CCNCC2C1 1-methyl-4-{4-[(5,6,7,8-tetrahydro-2,6-naphthyridin-3-yl)amino]phenyl}piperidin-4-ol